ClC1=CC=C(C(=N1)C#N)O[C@H](C)C=1C=C(C=C2C(C(=C(OC12)C1=NC=CC=C1)C)=O)C 6-Chloro-3-[(1R)-1-[3,6-dimethyl-4-oxo-2-(2-pyridyl)chromen-8-yl]ethoxy]pyridine-2-carbonitrile